1-m-Tolyl-1H-[1,2,3]triazole-4-carboxylic acid {2-oxo-2-[4-(3-trifluoromethyl-phenoxy)-piperidin-1-yl]-ethyl}-amide O=C(CNC(=O)C=1N=NN(C1)C=1C=C(C=CC1)C)N1CCC(CC1)OC1=CC(=CC=C1)C(F)(F)F